CC1(CCCCC1)N=C1NCCC1 1-methylcyclohexyliminopyrrolidine